4-triazole C1=CNNN1